C(C1=CC=CC=C1)OCC1=CC=C(C=C1)NC(=O)C=1C=CC(=C(C1)B(O)O)F (5-((4-((benzyloxy)methyl)phenyl)-carbamoyl)-2-fluorophenyl)boronic acid